CNC(CCNC1=NC(=NC(=C1)C)NC(=O)NC1=CC2=CC=CC=C2C=C1)=O N-methyl-3-((6-methyl-2-(3-(naphthalen-2-yl)ureido)pyrimidin-4-yl)amino)propanamide